1,3-diadamantyl-imidazole C12(CC3CC(CC(C1)C3)C2)N2CN(C=C2)C23CC1CC(CC(C2)C1)C3